C1(CC1)COC1=CC(=C(C=C1F)NC=1C2=C(N=CN1)C=CC(=N2)N2[C@@H]1CN[C@H](C2)C1)F N-[4-(cyclopropylmethoxy)-2,5-difluoro-phenyl]-6-[(1S,4S)-2,5-diazabicyclo[2.2.1]heptan-2-yl]pyrido[3,2-d]pyrimidin-4-amine